C(=O)O.NCCC#CC=1C=C(C(=O)N(C2=NC=CC3=CC=CC(=C23)C)[C@H]2CN(CCC2)C(=O)OC(C)(C)C)C=CC1 tert-butyl (R)-3-(3-(4-aminobut-1-yn-1-yl)-N-(8-methylisoquinolin-1-yl)benzamido)piperidine-1-carboxylate formic acid salt